FC=1C=C2C=CC=NC2=C(C1)NC(=O)C1=NC=C(N=C1)N1CC2N(CC1)CCC2 N-(6-fluoroquinolin-8-yl)-5-(hexahydropyrrolo[1,2-a]pyrazin-2(1H)-yl)pyrazine-2-carboxamide